[Co]=O.[Co].[Li] lithium cobalt-cobalt oxide